F[C@H]1[C@@H]2COC[C@H](C[C@H]1N(C=1N=CC(=NC1)C1=C(C=C(C=C1)C1=CC(NC=C1)=O)O)C)N2 4-(4-(5-(((1S,5S,6S,7R)-6-fluoro-3-oxa-9-azabicyclo[3.3.1]nonan-7-yl)(methyl)amino)pyrazin-2-yl)-3-hydroxyphenyl)pyridin-2(1H)-one